ClC1=NC(=NC=C1C(F)F)N 4-chloro-5-(difluoromethyl)pyrimidin-2-amine